CC(CCCC(=O)O)CCCCCCC(=O)O 5-methyl-1,12-dodecanedioic acid